3-methyl-3,5-dihydro-4H-pyrrolo[2,3-c]quinolin-4-one CN1C=CC2=C1C(NC=1C=CC=CC21)=O